2-methyl-3-(naphthalen-1-yl)-3-oxopropanenitrile CC(C#N)C(=O)C1=CC=CC2=CC=CC=C12